1-{4-[4-(4-Methoxyphenyl)phenyl]-6-phenyl-2-thioxo-1,2,3,4-tetrahydropyrimidin-5-yl}ethan-1-one COC1=CC=C(C=C1)C1=CC=C(C=C1)C1NC(NC(=C1C(C)=O)C1=CC=CC=C1)=S